2-(9H-9-fluorenyloxymethyl)-1-methylpiperidine C1=CC=CC=2C3=CC=CC=C3C(C12)OCC1N(CCCC1)C